ClC=1C=C(C=CC1N1C(N(CC1)C)=O)C1=C(C(=CC(=C1)F)C1=CC(=NC=C1)N1CCNCC1)O 1-(3-chloro-5'-fluoro-2'-hydroxy-3'-(2-(piperazin-1-yl)pyridin-4-yl)-[1,1'-biphenyl]-4-yl)-3-methylimidazolidin-2-one